N-(piperidin-4-ylmethyl)-4-(1-propionyl-indol-5-yl)benzamide N1CCC(CC1)CNC(C1=CC=C(C=C1)C=1C=C2C=CN(C2=CC1)C(CC)=O)=O